4-(1-(2,6-Difluoro-4-((isopropylamino)methyl)phenyl)-1H-imidazol-4-yl)-N-(1-(methylsulfonyl)piperidin-4-yl)-5-(trifluoromethyl)pyrimidin-2-amine FC1=C(C(=CC(=C1)CNC(C)C)F)N1C=NC(=C1)C1=NC(=NC=C1C(F)(F)F)NC1CCN(CC1)S(=O)(=O)C